C(C)(C)(C)N(N=[N-])C(C)(C)C di-tert-butyl-triazenide